2,6-di-t-butyl-p-methylphenol C(C)(C)(C)C1=C(C(=CC(=C1)C)C(C)(C)C)O